(R)-6-chloro-1-((1-(3-(difluoromethyl)-2-fluorophenyl)ethyl)amino)-3H-pyrrolo[3,4-c]Pyridin-3-one ClC1=CC2=C(C=N1)C(N=C2N[C@H](C)C2=C(C(=CC=C2)C(F)F)F)=O